2-amino-N-((1-(2-methoxyethyl)-1H-pyrazol-4-yl)methyl)thiophene-3-carboxamide NC=1SC=CC1C(=O)NCC=1C=NN(C1)CCOC